5-[4-(6-methoxypyridin-2-yl)piperidine-1-carbonyl]-6-methyl-N-(1-methylcyclopropyl)furo[2,3-d]pyrimidin-4-amine COC1=CC=CC(=N1)C1CCN(CC1)C(=O)C1=C(OC=2N=CN=C(C21)NC2(CC2)C)C